CN1CC2(CCN(C2)CC#CC2=C(C=CC=C2)O)CC1 2-(3-(7-methyl-2,7-diazaspiro[4.4]non-2-yl)prop-1-ynyl)phenol